2-(4-fluorophenyl)-5-(piperidin-4-yl)-1,3,4-oxadiazole FC1=CC=C(C=C1)C=1OC(=NN1)C1CCNCC1